C1(CCCC1)C1=NC2=NC=NC(=C2N1)C(=O)NC1(CC1)C1=CC(=CC=C1)C=1C=NN(C1)C 8-Cyclopentyl-N-(1-(3-(1-methyl-1H-pyrazol-4-yl)phenyl)cyclopropyl)-7H-purine-6-carboxamide